OC(COC)C1=CC=C(C=N1)NC(=O)C1OC(C(C1)C)(C(F)(F)F)C N-[6-(1-hydroxy-2-methoxy-ethyl)-3-pyridinyl]-4,5-dimethyl-5-(trifluoromethyl)tetrahydrofuran-2-carboxamide